C1(CC1)C1=CC=C(C=C1)C=1C=CC2=C(C(=C(O2)C)C(=O)O)C1 5-(4-cyclopropylphenyl)-2-methylbenzofuran-3-carboxylic acid